(S)-3-hydroxy-4-(((6-(4''-(((R)-3-hydroxypyrrolidin-1-yl)methyl)-2,2'-dimethyl-[1,1':3',1''-terphenyl]-3-yl)-2-methoxypyridin-3-yl)methyl)amino)butanoic acid O[C@@H](CC(=O)O)CNCC=1C(=NC(=CC1)C=1C(=C(C=CC1)C1=C(C(=CC=C1)C1=CC=C(C=C1)CN1C[C@@H](CC1)O)C)C)OC